O=C1NC(CCC1N1C(C2=CC=C(C=C2C1=O)CN1CCN(CC1)C1=C(C=CC=C1)C)=O)=O 2-(2,6-dioxopiperidin-3-yl)-5-((4-(o-tolyl)piperazin-1-yl)methyl)isoindoline-1,3-dione